[4-(4-chlorophenyl)-1-methyl-1H-1,2,3-triazol-5-yl]methanol ClC1=CC=C(C=C1)C=1N=NN(C1CO)C